The molecule is a member of the class of benzothiazoles that is E3040 in which the hydroxy hydrogen at position 6 has been replaced by a beta-D-glucosiduronic acid group. It is a metabolite of the anti-inflammatory drug, E3040. It has a role as a xenobiotic metabolite. It is a beta-D-glucosiduronic acid, a member of pyridines, a member of benzothiazoles and a secondary amino compound. It derives from an E3040. It is a conjugate acid of a 5,7-dimethyl-2-methylamino-4-(3-pyridylmethyl)-1,3-benzothiazol-6-yl beta-D-glucuronide(1-). CC1=C(C2=C(C(=C1O[C@H]3[C@@H]([C@H]([C@@H]([C@H](O3)C(=O)O)O)O)O)C)SC(=N2)NC)CC4=CN=CC=C4